N1(C=NC=C1)C(=O)N[C@@H](C(=O)OC(C)(C)C)CCC(=O)OC(C)(C)C (R)-di-tert-butyl 2-(1H-imidazole-1-carboxamido)pentanedioate